BrCCCO[Si](C)(C)C(C)(C)C 3-bromopropoxy-tert-butyl-dimethyl-silane